COC1CN(C1)C=1C=C(C(=NC1)C(F)(F)F)NC(C1=NC(=CC=C1)C=1C=NN(C1)CC(F)(F)F)=O N-(5-(3-methoxyazetidin-1-yl)-2-(trifluoromethyl)pyridin-3-yl)-6-(1-(2,2,2-trifluoroethyl)-1H-pyrazol-4-yl)picolinamide